4-([1,2,5]Oxadiazolo[3,4-b]pyridin-6-yl)-2-fluoro-5-(trifluoromethyl)aniline N=1ON=C2N=CC(=CC21)C2=CC(=C(N)C=C2C(F)(F)F)F